C[N+]1=CC(=CC=C1)C=CC1=CC=C(C=C1)C=O N-methyl-3-(4-formylstyryl)-pyridinium